ethyl-4-(2-((7,9-dioxo-6,10-dioxaspiro[4.5]decan-8-ylidene)-λ3-iodanyl)phenyl)-2-methyloxazole-5-carboxylate C(C)OC(=O)C1=C(N=C(O1)C)C1=C(C=CC=C1)I=C1C(OC2(CCCC2)OC1=O)=O